ClC=1N=C(C=2C(N1)=NN(C2)[C@@H]2O[C@@H]([C@@H]1[C@H]2OC(O1)(C)C)CO)N[C@@H](C)C1=C(C=CC=C1)F ((3aR,4R,6R,6aR)-6-(6-chloro-4-(((S)-1-(2-fluorophenyl)ethyl)amino)-2H-pyrazolo[3,4-d]pyrimidin-2-yl)-2,2-dimethyltetrahydrofuro[3,4-d][1,3]dioxol-4-yl)methanol